2-(6-(1-((tert-butyl-diphenyl-silyl)oxy)-2,2,2-trifluoroethyl)pyridin-2-yl)ethan-1-amine C(C)(C)(C)[Si](OC(C(F)(F)F)C1=CC=CC(=N1)CCN)(C1=CC=CC=C1)C1=CC=CC=C1